N1CCC(CC1)N1C=CC=2C1=CN=CC2N2C(NC(CC2)=O)=O 1-(1-(piperidin-4-yl)-1H-pyrrolo[2,3-c]pyridin-4-yl)dihydropyrimidine-2,4(1H,3H)-dione